(Z)-3-hex-enyl-propanoate C(=C/CCCC)/CCC(=O)[O-]